CCC1=CC=C(C=C1)CC p-diethylbenzene